1-methyl-4-[(4-nitrophenyl)methyl]piperazine CN1CCN(CC1)CC1=CC=C(C=C1)[N+](=O)[O-]